perfluoro (butyl)methyl ether C(CCC)COF